N[C@H]1[C@@H]([C@H](CCC1)NC(OC(C)(C)C)=O)O tert-butyl ((1S,2S,3R)-3-amino-2-hydroxycyclohexyl)carbamate